2-((1-tert-butyl-1H-pyrazol-4-yl)amino)-4-((4-methylpent-4-en-1-yl)amino)pyrimidin-5-carboxamide C(C)(C)(C)N1N=CC(=C1)NC1=NC=C(C(=N1)NCCCC(=C)C)C(=O)N